3-(aminomethyl)-4,6-dimethyl-1H-pyridine NCC=1CNC(=CC1C)C